N-[1-[1-[2-[1-(3-Methyl-4-pyridyl)-4-piperidyl]ethyl]-4,5,6,7-tetrahydroindazol-3-carbonyl]-4-piperidyl]acetamid CC=1C=NC=CC1N1CCC(CC1)CCN1N=C(C=2CCCCC12)C(=O)N1CCC(CC1)NC(C)=O